6-amino-2-(4-((5-(1-(bicyclo[1.1.1]pentan-2-yl)ethyl)-6-hydroxypyridin-3-yl)oxy)-3,5-dichlorophenyl)-1,2,4-triazine-3,5(2H,4H)-dione NC=1C(NC(N(N1)C1=CC(=C(C(=C1)Cl)OC=1C=NC(=C(C1)C(C)C1C2CC1C2)O)Cl)=O)=O